tert-butyl (S)-4-(7-(3-cyanocyclobutyl)-5-cyclopropyl-7H-pyrrolo[2,3-d]pyrimidin-4-yl)-3-methylpiperazine-1-carboxylate C(#N)C1CC(C1)N1C=C(C2=C1N=CN=C2N2[C@H](CN(CC2)C(=O)OC(C)(C)C)C)C2CC2